BrC1=NC(=C(C=C1Br)N1C[C@@H](CC1)F)C (R)-2,3-Dibromo-5-(3-fluoropyrrolidin-1-yl)-6-methylpyridine